(3S)-N-[3-(2-[[(1S)-3,3-difluorocyclopentyl]amino]-6-(morpholin-4-yl)pyrimidin-4-yl)-4-methylphenyl]-3-(2,2,2-trifluoroethyl)pyrrolidine-1-carboxamide FC1(C[C@H](CC1)NC1=NC(=CC(=N1)C=1C=C(C=CC1C)NC(=O)N1C[C@@H](CC1)CC(F)(F)F)N1CCOCC1)F